S(=O)(=O)(F)F sulfonylfluoride